(1S,2R)-N-benzyl-1-phenyl-2-(4,4,5,5-tetramethyl-1,3,2-dioxaborolan-2-yl)-N-(4-(trifluoromethyl)benzyl)butan-1-amine C(C1=CC=CC=C1)N([C@@H]([C@@H](CC)B1OC(C(O1)(C)C)(C)C)C1=CC=CC=C1)CC1=CC=C(C=C1)C(F)(F)F